ClC1=C(C=C(C=C1)N1N=C(N=C1CNC(=O)NCC1=NC(=NN1C1=CC(=C(C=C1)Cl)F)C)C)CNC 1-[(1-{4-chloro-3-[(methylamino)methyl]phenyl}-3-methyl-1H-1,2,4-triazol-5-yl)methyl]-3-{[1-(4-chloro-3-fluorophenyl)-3-methyl-1H-1,2,4-triazol-5-yl]methyl}urea